[N+](=O)([O-])C1=CC=C(C=C1)N1CCSCC1 4-(4-nitrophenyl)thiomorpholine